tert-butyl 3,3-difluoro-8-azaspiro[4.5]decane-8-carboxylate FC1(CCC2(C1)CCN(CC2)C(=O)OC(C)(C)C)F